(1s,4s)-4-(5-chloro-4-((4-(4-hydroxy-4-methylpiperidin-1-yl)-5-(trifluoromethyl)pyrimidin-2-yl)amino)-1H-pyrazol-1-yl)-1-(ethylimino)hexahydro-1λ6-thiopyran 1-oxide ClC1=C(C=NN1C1CCS(CC1)(=NCC)=O)NC1=NC=C(C(=N1)N1CCC(CC1)(C)O)C(F)(F)F